(R)-N-(1-hydroxy-propan-2-yl)-3-methyl-5-(2-methyl-4-(6-(trifluoromethyl)-quinazolin-2-yl)phenyl)-4-oxo-4,5,6,7-tetrahydropyrazolo[1,5-a]pyrazine-2-carboxamide OC[C@@H](C)NC(=O)C1=NN2C(C(N(CC2)C2=C(C=C(C=C2)C2=NC3=CC=C(C=C3C=N2)C(F)(F)F)C)=O)=C1C